(S)-2-((4-(6-(3,6-Dihydro-2H-pyran-4-yl)-1H-pyrrolo[2,3-b]pyridin-3-yl)-5-(trifluoromethyl)pyrimidin-2-yl)amino)propan-1-ol O1CCC(=CC1)C1=CC=C2C(=N1)NC=C2C2=NC(=NC=C2C(F)(F)F)N[C@H](CO)C